N-(3-(5-chloro-2-(difluoromethoxy)phenyl)-1H-pyrazol-4-yl)-1H-pyrazolo[4,3-c]pyridine-7-carboxamide ClC=1C=CC(=C(C1)C1=NNC=C1NC(=O)C=1C2=C(C=NC1)C=NN2)OC(F)F